CN(C(=O)[C@H](O)[C@@H](O)[C@@H](O)CO)CCCCCCCCCCCC N-methyl-N-dodecyl-L-arabinonamide